C[C@@H]1NCCN[C@@H]1C cis-2,3-dimethylpiperazine